2-chloro-N,N-dimethyl-4-(2-(7-(2-methyl-2-phenylpropanoyl)-7-azaspiro[3.5]nonan-2-yl)ethoxy)benzamide ClC1=C(C(=O)N(C)C)C=CC(=C1)OCCC1CC2(C1)CCN(CC2)C(C(C)(C2=CC=CC=C2)C)=O